2,6-diiodo-3-methoxypyridine IC1=NC(=CC=C1OC)I